bis(4-fluorophenyl)-4-hydroxyphenyl-sulfonium triflate [O-]S(=O)(=O)C(F)(F)F.FC1=CC=C(C=C1)[S+](C1=CC=C(C=C1)O)C1=CC=C(C=C1)F